NC1(CCN(CC1)C1=NC(=C2C(=N1)NN=C2C2=C(C(=NC=C2)OC)Cl)C(=O)N)C2=CC=CC=C2 6-(4-amino-4-phenylpiperidin-1-yl)-3-(3-chloro-2-methoxypyridin-4-yl)-1H-pyrazolo[3,4-d]pyrimidine-4-carboxamide